NC1=C(C=C(N=N1)C1=C(C=CC=C1)O)N1C[C@H]2CC[C@@H](C1)N2C2=CC(=CC=C2)NC2CCNCC2 2-[6-amino-5-[(1R,5S)-8-[3-(4-piperidylamino)phenyl]-3,8-diazabicyclo[3.2.1]octan-3-yl]pyridazin-3-yl]phenol